F.C(C)NCC diethylamine hydrofluoride